Ethyl 6-((tert-butoxycarbonyl)amino)-2-((2S,3R)-3-((tert-butyldimethylsilyl)oxy)-2-(cyclopentyloxy)-3-(3,5-dimethoxy-4-methylphenyl)propyl)benzo[d]thiazole-4-carboxylate C(C)(C)(C)OC(=O)NC=1C=C2C(N=C(S2)C[C@@H]([C@@H](C2=CC(=C(C(=C2)OC)C)OC)O[Si](C)(C)C(C)(C)C)OC2CCCC2)=C(C1)C(=O)OCC